2-Cyclobutyl-N-{5-[6-(4-{[1-hydroxy-2-(3-oxo-1,4-oxazepan-4-yl)ethyl]oxy}-3-methoxyphenyl)pyrazin-2-yl]thiophen-3-yl}acetamide C1(CCC1)CC(=O)NC1=CSC(=C1)C1=NC(=CN=C1)C1=CC(=C(C=C1)OC(CN1C(COCCC1)=O)O)OC